C(C1CO1)OC(CCC)[Si](OCC)(OCC)OCC α-Glycidoxybutyltriethoxysilan